methyl 2-(1-cyanovinyl)-3-fluoro-4-(trifluoromethyl)benzoate C(#N)C(=C)C1=C(C(=O)OC)C=CC(=C1F)C(F)(F)F